ClC=1C=CC(=NC1)[C@@]1(OC2=C(O1)C=CC=C2C2CCN(CC2)CC2=NC1=C(N2C[C@H]2OCC2)C(=CC(=C1)C1=NOC(N1)=O)F)C (2-((4-((S)-2-(5-chloropyridin-2-yl)-2-methylbenzo[d][1,3]dioxol-4-yl)piperidin-1-yl)methyl)-7-fluoro-1-(((S)-oxetan-2-yl)methyl)-1H-benzo[d]imidazol-5-yl)-1,2,4-oxadiazol-5(4H)-one